FC1=C(C(=CC(=C1)C#N)F)B(O)O 2,6-difluoro-4-cyanophenylboronic acid